C1(CC1)C=1OC=CN1 2-cyclopropyl-1,3-oxazol